C(C)(C)OC(CCCCCCC\C=C/CCCCCCCC)=O Isopropyl-oleate